C1(=CCCC1)CP(O)(=O)CC[C@H]1OC([C@H]([C@H]([C@@H]1OCC1=CC(=C(C=C1)OC)OC)OCC1=CC(=C(C=C1)OC)OC)OCC1=CC(=C(C=C1)OC)OC)OC1=CC=C(C=C1)OC cyclopenten-1-ylmethyl-[2-[(2R,3R,4S,5S)-3,4,5-tris[(3,4-dimethoxyphenyl)methoxy]-6-(4-methoxyphenoxy)tetrahydropyran-2-yl]ethyl]phosphinic acid